n-tetradecyl propiolate C(C#C)(=O)OCCCCCCCCCCCCCC